FB1OB(OB(O1)C1=CC=CC=C1)F difluorophenylboroxine